rac-5-bromo-6-methoxy-2-((7R,8S)-7-methyl-1,4-dioxaspiro[4.5]dec-8-yl)-2H-indazole BrC1=CC2=CN(N=C2C=C1OC)[C@@H]1[C@@H](CC2(OCCO2)CC1)C |r|